N,N-bis(2-hydroxyethyl)oxamide OCCN(C(=O)C(=O)N)CCO